10'-methyl-8'H,10'H-7'-oxa-1',3',6',10'-tetraazaspiro[cyclobutane-1,9'-cyclohepta[de]naphthalen] CN1C2(COC3=NC=CC=4N=CN=C1C34)CCC2